(3-(4-Acetylpiperazin-1-yl)phenyl)-3-(tert-butyl)-5-(isoindolin-2-yl)-7-(1H-pyrazol-4-yl)pyrazolo[1,5-a]pyrimidine-2-carboxamide C(C)(=O)N1CCN(CC1)C=1C=C(C=CC1)C=1C(=NC=2N(C1C=1C=NNC1)N=C(C2C(C)(C)C)C(=O)N)N2CC1=CC=CC=C1C2